7-(8-ethynyl-6,7-difluoronaphthalen-1-yl)-8-fluoro-2-(((2R,7aS)-2-fluorotetrahydro-1H-pyrrolizin-7a(5H)-yl)methoxy)-N-methyl-N-((R)-pyrrolidin-3-yl)pyrido[4,3-d]pyrimidin-4-amine C(#C)C=1C(=C(C=C2C=CC=C(C12)C1=C(C=2N=C(N=C(C2C=N1)N([C@H]1CNCC1)C)OC[C@]12CCCN2C[C@@H](C1)F)F)F)F